C(C)(C)(C)OC(=O)N1[C@@H](CC[C@H](C1)N(OCC1=CC=CC=C1)S(=O)(=O)C1=CC=C(C=C1)[N+](=O)[O-])C(=O)OC methyl (2S,5R)-1-(tert-butyloxycarbonyl)-5-(N-benzyloxy-p-nitrobenzenesulfonylamino)-piperidine-2-carboxylate